FC1=C(C=CC(=C1)F)C=1C2=C(N=CN1)NC=C2 4-(2,4-difluorophenyl)-7H-pyrrolo[2,3-d]pyrimidine